5-acetyl-N-(2,2,2-trifluoro-1-(4-fluorophenyl)ethyl)pyridine-3-sulfonamide C(C)(=O)C=1C=C(C=NC1)S(=O)(=O)NC(C(F)(F)F)C1=CC=C(C=C1)F